OC(CNC1=CC(=C(N=N1)C1=C(C=C(C=C1C)C(F)(F)F)O)C)(C)C 2-(6-((2-Hydroxy-2-methylpropyl)amino)-4-methylpyridazin-3-yl)-3-methyl-5-(trifluoromethyl)phenol